N=1C=NN2C=NC(=CC21)OC2=C(C=C(C=C2)NC=2C1=C(N=CN2)C=CC(=N1)N1C[C@H](N(CC1)C(C=C)=O)C)C (R)-1-(4-(4-((4-([1,2,4]triazolo[1,5-c]pyrimidin-7-yloxy)-3-methylphenyl)amino)pyrido[3,2-d]pyrimidin-6-yl)-2-methylpiperazin-1-yl)prop-2-en-1-one